FC=1C=C(C=CC1)C=1C(=NN(C1C(=O)O)C=1SC(=C(N1)C1=CC=C(C=C1)CC(F)(F)F)SC(C)C)C 4-(3-fluorophenyl)-1-(5-(isopropylthio)-4-(4-(2,2,2-trifluoroethyl)phenyl)thiazol-2-yl)-3-methyl-1H-pyrazole-5-carboxylic acid